N-{4-chloro-3-[2'-(3,3-dimethyl-1-butynyl)-6-oxo-1,6-dihydro-[4,5'-bipyrimidin]-2-yl]-2-fluorobenzyl}isobutyramide ClC1=C(C(=C(CNC(C(C)C)=O)C=C1)F)C=1NC(C=C(N1)C=1C=NC(=NC1)C#CC(C)(C)C)=O